COC[C@H]1CCC2=CC=3CCCC3C(=C12)NC(=O)N=[S@@](=O)(N)C=1C=NN2C1OCC2 (S)-N'-(((S)-3-(methoxymethyl)-1,2,3,5,6,7-hexahydro-s-indacen-4-yl)carbamoyl)-2,3-dihydropyrazolo[5,1-b]oxazole-7-sulfonimidamide